ClC1=C(C=NN1C)S(=O)(=O)N1CCC(=CC1)C1=C(C=NC2=CC=CC=C12)C 4-(1-((5-chloro-1-methyl-1H-pyrazol-4-yl)sulfonyl)-1,2,3,6-tetrahydropyridin-4-yl)-3-methylquinoline